5-methyl-4-(4,4,5,5-tetramethyl-1,3,2-dioxaborolan-2-yl)-1H-indazole CC=1C(=C2C=NNC2=CC1)B1OC(C(O1)(C)C)(C)C